C1=CC(CCCC1)C=O cycloheptene-3-carbaldehyde